CN1C[C@@H]([C@H](CC1)NC(=O)C1=CC(=CC=2N(C=NC21)CC(F)(F)F)C#CCNC=2C(OC)=CC=C(C2)C(N)=O)C N-[(3S,4S)-1-methyl-3-methyl-4-piperidyl]-6-[3-(4-carbamoyl-2-anisidino)-1-propynyl]-1-(2,2,2-trifluoroethyl)-1H-1,3-benzimidazole-4-carboxamide